ClC=1C=CC(=C2C=CNC12)C=1N(N=C2C1CN(CC2)C2=NC=C(C=N2)C(=O)N)C2=C(C=CC=C2CC)CC 2-[3-(7-chloro-1H-indol-4-yl)-2-(2,6-diethylphenyl)-6,7-dihydro-4H-pyrazolo[4,3-c]pyridin-5-yl]pyrimidine-5-carboxamide